cis,cis-N1,N3,N5-Tris(6-(didodecylamino)hexyl)-1,3,5-trimethylcyclohexane-1,3,5-tricarboxamide C(CCCCCCCCCCC)N(CCCCCCNC(=O)C1(CC(CC(C1)(C(=O)NCCCCCCN(CCCCCCCCCCCC)CCCCCCCCCCCC)C)(C(=O)NCCCCCCN(CCCCCCCCCCCC)CCCCCCCCCCCC)C)C)CCCCCCCCCCCC